C(C)(=O)NC=1C(=NN(C1C)C(C)=O)C(=O)OCC Ethyl 4-acetamido-1-acetyl-5-methyl-1H-pyrazole-3-carboxylate